3,8-dibromo-1,6-phenanthrenedicarboxylic acid BrC=1C=C(C=2C=CC3=C(C=C(C=C3C2C1)C(=O)O)Br)C(=O)O